CC=1N=C2C(=NC(=NC2=NC1C)N1C[C@@H](OCC1)C=1C=NN(C1)C)C1=CC(=C(C(=C1)F)F)F 6,7-dimethyl-2-((2S)-2-(1-methyl-1H-pyrazol-4-yl)-4-morpholinyl)-4-(3,4,5-trifluorophenyl)pteridine